C1(=CC=CC=C1)S(=O)(=O)O.N[C@@H](CC(=O)OCN1N=CC(=C1)C=1SC=C(N1)C(NC=1C(=NN(C1)C1CCC(CC1)OCC)C1=NC(=CC=C1F)F)=O)C(=O)OC 4-((4-(4-((3-(3,6-difluoropyridin-2-yl)-1-((1r,4r)-4-ethoxycyclohexyl)-1H-pyrazol-4-yl) carbamoyl) thiazol-2-yl)-1H-pyrazol-1-yl) methyl) 1-methyl L-aspartate benzenesulfonate